N1-(isoquinolin-1-ylmethyl)-N1-(quinolin-8-yl)butane-1,4-diamine C1(=NC=CC2=CC=CC=C12)CN(CCCCN)C=1C=CC=C2C=CC=NC12